2-chloro-N-(1-cyanocyclopropyl)-5-[1-[4-(difluoromethoxy)-2-methyl-5-[1,2,2,2-tetrafluoro-1-(trifluoromethyl)ethyl]pyrazol-3-yl]pyrazol-4-yl]-N-ethyl-benzamide ClC1=C(C(=O)N(CC)C2(CC2)C#N)C=C(C=C1)C=1C=NN(C1)C=1N(N=C(C1OC(F)F)C(C(F)(F)F)(C(F)(F)F)F)C